The molecule is a monocarboxylic acid amide obtained by formal condensation of the carboxy group of {2-[(2,5-dimethylphenoxy)methyl]phenyl}(methoxy)acetic acid with the amino group of methylamine. It is a monocarboxylic acid amide and an aromatic ether. CC1=CC(=C(C=C1)C)OCC2=CC=CC=C2C(C(=O)NC)OC